3-Chloro-1-cyclopropylmethyl-4-[4-(2,6-dimethylpyridin-3-yloxy)-3-fluoro-phenyl]-1H-pyridin-2-one ClC=1C(N(C=CC1C1=CC(=C(C=C1)OC=1C(=NC(=CC1)C)C)F)CC1CC1)=O